acetate (3-methoxy-2-(6-(methyl(2,2,6,6-tetramethylpiperidin-4-yl)amino)pyridazin-3-yl)-5-(((trifluoromethyl)sulfonyl)oxy)phenyl acetate) COC=1C(=C(C=C(C1)OS(=O)(=O)C(F)(F)F)CC(=O)O)C=1N=NC(=CC1)N(C1CC(NC(C1)(C)C)(C)C)C.C(C)(=O)O